F[C@H]1C[C@H](N(C1)C(CN1CCC(CC1)NC=1C=NC2=NC=CC=C2C1)=O)C#N (2S,4S)-4-Fluoro-1-[2-[4-(1,8-naphthyridin-3-ylamino)-1-piperidyl]acetyl]pyrrolidin-2-carbonitril